5-(3-amino-2-methyl-phenyl)-7-methyl-7H-pyrrolo[2,3-d]pyrimidin-4-ylamine NC=1C(=C(C=CC1)C1=CN(C=2N=CN=C(C21)N)C)C